ClC1=CC2=C(N=C(N=C2)SC)NC1=O 6-chloro-2-(methylthio)pyrido[2,3-d]pyrimidin-7(8H)-one